CC=1N(C2=NC(=NC(=C2N1)C=1C=NC(=NC1)N)N1CCOCC1)C(C)C 5-(8-methyl-2-morpholin-4-yl-9-propan-2-ylpurin-6-yl)pyrimidin-2-amine